(R)-N-(5-(5-ethyl-1,2,4-oxadiazol-3-yl)-2,3-dihydro-1H-inden-1-yl)-1-(oxetan-3-ylmethyl)-1H-pyrazole-4-carboxamide C(C)C1=NC(=NO1)C=1C=C2CC[C@H](C2=CC1)NC(=O)C=1C=NN(C1)CC1COC1